(7-bromo-5-isopropoxybenzofuran-2-yl)boronic acid BrC1=CC(=CC=2C=C(OC21)B(O)O)OC(C)C